isopropyl 3-(3-acrylamido-4-methylphenyl)-2-(2-(4-methylpiperazin-1-yl)pyridin-4-yl)-1H-pyrrolo[2,3-b]pyridine-5-carboxylate C(C=C)(=O)NC=1C=C(C=CC1C)C1=C(NC2=NC=C(C=C21)C(=O)OC(C)C)C2=CC(=NC=C2)N2CCN(CC2)C